ethyl 4-((4-(((tert-butyldimethylsilyl)oxy)methyl)-2-chlorobenzyl)oxy)-1-(2-(phenylamino)pyridin-4-yl)-1H-pyrazole-3-carboxylate [Si](C)(C)(C(C)(C)C)OCC1=CC(=C(COC=2C(=NN(C2)C2=CC(=NC=C2)NC2=CC=CC=C2)C(=O)OCC)C=C1)Cl